4-((2R,3S,4R,5S)-3-(3,4-difluoro-2-(methoxy-d3)phenyl)-4,5-dimethyl-5-(trifluoromethyl)tetrahydrofuran-2-carboxamido)picolinamide FC=1C(=C(C=CC1F)[C@H]1[C@@H](O[C@@]([C@@H]1C)(C(F)(F)F)C)C(=O)NC1=CC(=NC=C1)C(=O)N)OC([2H])([2H])[2H]